ClC1=NC=CC(=C1F)C1=NC=CC=C1CN(C(OC(C)(C)C)=O)C tert-butyl ((2'-chloro-3'-fluoro-[2,4'-bipyridin]-3-yl)methyl)(methyl)carbamate